CNCCCCN1N=NN=C1 N-methyl-4-(1H-tetrazol-1-yl)butan-1-amine